BrC1=C(C(N(C=C1)C)=O)F 4-bromo-3-fluoro-1-methyl-pyridin-2-one